FC=1C=C(C=CC1F)C1(CCN(CC1)C1=NC=CC(=N1)C=1C(=NN(C1)C)C)O 4-(3,4-difluorophenyl)-1-(4-(1,3-dimethyl-1H-pyrazol-4-yl)pyrimidin-2-yl)piperidin-4-ol